(2,3,6-trimethyl-1,4-phenylene) oxide CC1=C2C(=CC(=C1C)O2)C